BrC1=C(C=NN(C1=O)C)N[C@@H]1C[C@@H](CN(C1)C)C1=CC=C(C=C1)CN1CC(C1)OC=1C=C(C=CC1)C1C(NC(CC1)=O)=O 3-[3-[1-[[4-[(3R,5R)-5-[(5-bromo-1-methyl-6-oxo-pyridazin-4-yl)amino]-1-methyl-3-piperidyl]phenyl]methyl]azetidin-3-yl]oxyphenyl]piperidine-2,6-dione